N-[6-(3-fluorophenyl)hexyl]propionamide FC=1C=C(C=CC1)CCCCCCNC(CC)=O